The molecule is an ammonium ion resulting from the protonation of the non-formylated amino group of (S,S)-formoterol. It is an ammonium ion derivative and an organic cation. It is a conjugate acid of a (S,S)-formoterol. It is an enantiomer of an arformoterol(1+). C[C@@H](CC1=CC=C(C=C1)OC)[NH2+]C[C@H](C2=CC(=C(C=C2)O)NC=O)O